2-(2-ethyl-4-isopropyl-7-oxo-thiazolo[4,5-d]pyridazin-6-yl)acetic acid C(C)C=1SC2=C(C(=NN(C2=O)CC(=O)O)C(C)C)N1